C1(CCCCC1)NC=1N(C(CN1)=O)C 2-(cyclohexylamino)-1-methyl-4H-imidazol-5-one